C(C)(C)(C)OC(=O)N1C[C@H]([C@@H](CC1)C1=CC=C2C(=NN(C2=C1)C)N1C(N(C(CC1)=O)CC1=CC=C(C=C1)OC)=O)O (3s,4s)-3-hydroxy-4-(3-(3-(4-methoxybenzyl)-2,4-dioxotetrahydropyrimidin-1(2H)-yl)-1-methyl-1H-indazol-6-yl)piperidine-1-carboxylic acid tert-butyl ester